(E)-1-[4-[2-Hydroxy-3-[4-(2-methoxyphenyl)piperazin-1-yl]propoxy]phenyl]-3-(4-methoxyphenyl)prop-2-en-1-one OC(COC1=CC=C(C=C1)C(\C=C\C1=CC=C(C=C1)OC)=O)CN1CCN(CC1)C1=C(C=CC=C1)OC